C(C1=CC=CC=C1)N(CC(O[2H])([2H])C1=NC=CC=C1)CCO 2-(Benzyl-(2-hydroxyethyl)amino)-1-(pyridin-2-yl)ethan-1-d-1-ol-d